ClC1=CC=C(C[C@@H]2[C@@H](C2)C(=O)N2CCC(CC2)NC(COC2=CC=C(C=C2)Cl)=O)C=C1 N-(1-((1R,2R)-2-(4-chlorobenzyl)cyclopropane-1-carbonyl)piperidin-4-yl)-2-(4-chlorophenoxy)acetamide